(S)-N-(3-chloro-2,4-difluorophenyl)-6-(piperidin-3-yl)quinazolin-4-amine ClC=1C(=C(C=CC1F)NC1=NC=NC2=CC=C(C=C12)[C@H]1CNCCC1)F